9H-pyrimido[4,5-b]indol-4-amine N1=CN=C(C2=C1NC1=CC=CC=C21)N